ClC=1C(=NC2=CC(=CC=C2C1)CC1CC[C@]23OC(O[C@H]2[C@@H](O[C@@H]31)N3C=CC1=C3N=CN=C1C)(C)C)N 3-chloro-7-(((3ar,4r,5ar,8ar)-2,2-dimethyl-4-(4-methyl-7H-pyrrolo[2,3-d]pyrimidin-7-yl)hexahydrocyclopenta[2,3]furo[3,4-d][1,3]dioxol-6-yl)methyl)quinolin-2-amine